O=S1(CC(C1)OC1=CC=C(C=C1)C=1N(C(C(=CN1)NCCCC1=CC=CC=C1)=O)CC(=O)O)=O 2-(2-(4-((1,1-Dioxidothietan-3-yl)oxy)phenyl)-6-oxo-5-((3-phenylpropyl)amino)pyrimidin-1(6H)-yl)acetic acid